FC1=CC(=CC2=C1N=C(O2)C)C=2C=C1C(NC(=NC1=CC2)C2CCN(CC2)C(C)C)=O 6-(4-fluoro-2-methyl-1,3-benzoxazole-6-yl)-2-(1-isopropylpiperidin-4-yl)quinazoline-4(3H)-one